3-(dimethylamino)-N-((11Z,14Z)-2-((9Z,12Z)-octadeca-9,12-dien-1-yl)eicosa-11,14-dien-1-yl)propanamide CN(CCC(=O)NCC(CCCCCCCC\C=C/C\C=C/CCCCC)CCCCCCCC\C=C/C\C=C/CCCCC)C